2-[(3-dimethylaminopropyl)diethoxysilyl]styrene CN(CCC[Si](C1=C(C=C)C=CC=C1)(OCC)OCC)C